C(C)OC1=C(C=C(C=C1C)C=1C=C2CC(C(C2=CC1)NC(O[C@@H]1CN2CCC1CC2)=O)(C)C)C (S)-quinuclidin-3-yl (5-(4-ethoxy-3,5-dimethylphenyl)-2,2-dimethyl-2,3-dihydro-1H-inden-1-yl)carbamat